C1(=CC=CC2=CC=CC=C12)C(=O)O naphthalenic acid